ClC=1C=CC(=C(C1)N1C(C(C2=NC=C(C=C21)C(F)(F)F)C)=O)OC (5-chloro-2-methoxy-phenyl)-3-methyl-6-(trifluoromethyl)-1H-pyrrolo[3,2-b]pyridin-2-one